methyl 3-methoxy-prop-2-enoate COC=CC(=O)OC